C1=CC=C(C=2OC3=C(C21)C=CC=C3)C3=CC=C(C=C3)N(C3=CC=C(C=C3)C3=CC=CC=C3)C3=CC=C(C=C3)C3(C2=CC=CC=C2C=2C=CC=CC32)C3=CC=CC=C3 N-[4-(4-dibenzofuranyl)phenyl]-N-[4-(9-phenyl-9H-fluoren-9-yl)phenyl]-[1,1'-biphenyl]-4-amine